ClC=1N=C(C2=C(N=C(C(=C2C1F)C)Cl)Cl)O 3,6,8-trichloro-4-fluoro-5-methyl-2,7-naphthyridin-1-ol